O=C(C(=O)[O-])CC(=O)[O-] alpha-Ketosuccinate